1,3-dibromo-1,3-dimethyl-1,3-disilacyclohexane Br[Si]1(C[Si](CCC1)(C)Br)C